1-cyclohexylmethyl-5-(1H-tetrazol-5-yl)-1H-indole-3-carbaldehyde C1(CCCCC1)CN1C=C(C2=CC(=CC=C12)C1=NN=NN1)C=O